Diethyl (6-((5R,7S)-7-((1H-pyrazolo[3,4-c]pyridin-1-yl)methyl)-7-methyl-2-oxo-1-oxo-3-azaspiro[4.5]dec-3-yl)pyridin-3-yl)phosphonate N1(N=CC=2C1=CN=CC2)C[C@@]2(C[C@@]1(CN(C(C1=O)=O)C1=CC=C(C=N1)P(OCC)(OCC)=O)CCC2)C